C1(=CC=CC=C1)C1=CC=2N(C=N1)C(N(N2)CCC)=O 7-phenyl-2-propyl-[1,2,4]triazolo[4,3-c]pyrimidin-3-one